10,10-dimethyl-anthracene-9-one CC1(C=2C=CC=CC2C(C2=CC=CC=C12)=O)C